(2R,3S)-3-(2-((4-bromo-1H-benzo[d]imidazol-5-yl)amino)-4,5-dihydro-1H-imidazole-1-carbonyl)-2-((1-methyl-1H-imidazol-5-yl)methyl)pentyl butyrate C(CCC)(=O)OC[C@@H]([C@H](CC)C(=O)N1C(=NCC1)NC1=C(C2=C(NC=N2)C=C1)Br)CC1=CN=CN1C